2-(3-((1-methylpiperidin-4-yl)oxy)-5-(trifluoromethyl)phenyl)-1H-benz[d]imidazol-5-amine CN1CCC(CC1)OC=1C=C(C=C(C1)C(F)(F)F)C1=NC2=C(N1)C=CC(=C2)N